ethyl 2-(2-((7-bromo-4-((tetrahydrofuran-2-yl)methoxy)benzofuran-5-yl)methoxy)phenyl)acetate BrC1=CC(=C(C=2C=COC21)OCC2OCCC2)COC2=C(C=CC=C2)CC(=O)OCC